4-(2,3-Dihydrobenzo[b][1,4]dioxin-6-yl)-5-(pyridin-3-yl)-1H-imidazol-2-amine O1C2=C(OCC1)C=C(C=C2)C=2N=C(NC2C=2C=NC=CC2)N